N=C(C)NC(C)=N N-(1-iminoethyl)acetamidine